methyl 4-bromo-2-(chlorosulfonyl)-5-fluorobenzoate BrC1=CC(=C(C(=O)OC)C=C1F)S(=O)(=O)Cl